racemic-3-(((8-(4-(trifluoromethyl)phenyl)-1,7-naphthyridin-5-yl)amino)methyl)tetrahydrofuran-3-ol FC(C1=CC=C(C=C1)C=1N=CC(=C2C=CC=NC12)NC[C@]1(COCC1)O)(F)F |r|